[2-tert-butyl-4-[1-[5-tert-butyl-4-di(tridecoxy)phosphanyloxy-2-methyl-phenyl]butyl]-5-methyl-phenyl] ditridecyl phosphite P(OC1=C(C=C(C(=C1)C)C(CCC)C1=C(C=C(C(=C1)C(C)(C)C)OP(OCCCCCCCCCCCCC)OCCCCCCCCCCCCC)C)C(C)(C)C)(OCCCCCCCCCCCCC)OCCCCCCCCCCCCC